[[3,5-dichloro-2-[[3-(hydroxymethyl)-2-pyridyl]sulfanyl]phenyl]methyl]-2-methyl-propane-2-sulfinamide ClC=1C(=C(C=C(C1)Cl)CCC(C)(S(=O)N)C)SC1=NC=CC=C1CO